2-(2-bromoethyl)-2,4-dihydro-4-(3,4,5-trimethoxyphenyl)-3H-1,2,4-triazol-3-one BrCCN1N=CN(C1=O)C1=CC(=C(C(=C1)OC)OC)OC